2-trimethylsilylethyl 4-[2-(4-tert-butoxy-1-carbamoyl-4-oxo-butyl)-7-methoxy-1-oxo-isoindolin-5-yl]piperidine-1-carboxylate C(C)(C)(C)OC(CCC(C(N)=O)N1C(C2=C(C=C(C=C2C1)C1CCN(CC1)C(=O)OCC[Si](C)(C)C)OC)=O)=O